C(#N)C1=C(C=CC(=C1)C(F)(F)F)N1CCC(CC1)(C(=O)NC1CC(C1)N)C=1C=NC(=CC1)C=1N(C=CC1)C 1-[2-cyano-4-(trifluoromethyl)phenyl]-4-[6-(1-methyl-1H-pyrrol-2-yl)pyridin-3-yl]-N-[(1r,3r)-3-aminocyclobutyl]piperidine-4-carboxamide